COC1=CC=C(C=C1)CN1CC=2C=CC=C(C2C1)N 2-[(4-methoxyphenyl)methyl]-2,3-dihydro-1H-isoindol-4-amine